1-thioglucosamine SC1[C@H](N)[C@@H](O)[C@H](O)[C@H](O1)CO